5-Hexan-3-ylbenzene-1,3-diol CCC(CCC)C=1C=C(C=C(C1)O)O